[Na].OC1=CC=C(C=C1)C1=CC=C(C=C1)O dihydroxybiphenyl sodium